rac-(1R,2R,3S,3aR,8bS)-methyl 1,6,8b-trihydroxy-8-methoxy-3a-(4-methoxyphenyl)-3-phenyl-2,3,3a,8b-tetrahydro-1H-cyclopenta[b]benzofuran-2-carboxylate O[C@@H]1[C@@H]([C@H]([C@@]2(OC3=C([C@@]21O)C(=CC(=C3)O)OC)C3=CC=C(C=C3)OC)C3=CC=CC=C3)C(=O)OC |r|